ClC=1C=C(C=CC1OCC1=NC=CC(=C1)C)NC=1C2=C(N=CN1)NC=C2C2CCN(CC2)C(C=C)=O 1-(4-(4-((3-chloro-4-((4-methylpyridin-2-yl)methoxy)phenyl)amino)-7H-pyrrolo[2,3-d]pyrimidin-5-yl)piperidin-1-yl)prop-2-en-1-one